(R)-3-amino-4-methylpentanoic acid N[C@H](CC(=O)O)C(C)C